((2R,4R)-4-(aminomethyl)-4-hydroxytetrahydrofuran-2-yl)((S)-1-(4-fluorophenyl)-3,4-dihydroisoquinolin-2(1H)-yl)methanone NC[C@@]1(C[C@@H](OC1)C(=O)N1[C@H](C2=CC=CC=C2CC1)C1=CC=C(C=C1)F)O